C(CCCC)SC1=NC(=NC(=N1)SCCCCC)NC=1C(=C(C(=CC1)C)O)C [4,6-bis(pentylsulfanyl)-1,3,5-triazin-2-yl]amino-2,6-dimethylphenol